[5-[3-(3,3-dimethylbutoxy)phenyl]-4-[2-(trifluoromethyl)phenyl]thiazol-2-yl]-3-nitro-benzenesulfonamide CC(CCOC=1C=C(C=CC1)C1=C(N=C(S1)C1=C(C=CC=C1[N+](=O)[O-])S(=O)(=O)N)C1=C(C=CC=C1)C(F)(F)F)(C)C